FC=1C=C(C=C(C1)F)C1=NC(=C2N1C=CC(=C2C)S(=O)(=O)C)CO (3-(3,5-difluorophenyl)-8-methyl-7-(methylsulfonyl)imidazo[1,5-a]pyridin-1-yl)methanol